β-difluoromethyl-arginine FC(C([C@H](N)C(=O)O)CCNC(N)=N)F